6-Ethyl-2-hydroxy-1-naphthaldehyde C(C)C=1C=C2C=CC(=C(C2=CC1)C=O)O